4-((2,4-difluorophenyl)amino)cyclobut-3-ene-1,2-dione FC1=C(C=CC(=C1)F)NC1=CC(C1=O)=O